tert-butyl N-(3-aminocyclobutyl)-N-methyl-carbamate NC1CC(C1)N(C(OC(C)(C)C)=O)C